2-fluoro-5-(3-fluoro-8-morpholinoimidazo[1,2-a]pyridin-6-yl)-4-methylaniline FC1=C(N)C=C(C(=C1)C)C=1C=C(C=2N(C1)C(=CN2)F)N2CCOCC2